tert-Butyl 4-(5-bromo-7-(4-cyanopyridin-2-yl)-7H-pyrrolo[2,3-d]pyrimidin-4-yl)-4,7-diazaspiro[2.5]octane-7-carboxylate BrC1=CN(C=2N=CN=C(C21)N2C1(CC1)CN(CC2)C(=O)OC(C)(C)C)C2=NC=CC(=C2)C#N